BrCC(=O)C=1SC(=CC1)CO 2-bromo-1-(5-(hydroxymethyl)thiophen-2-yl)ethan-1-one